(2S)-4-hydroxypyrrolidine-1,2-dicarboxylic acid O1-tert-butyl ester O2-[9-(1-octylnonyloxy)-9-oxo-nonyl] ester C(CCCCCCC)C(CCCCCCCC)OC(CCCCCCCCOC(=O)[C@H]1N(CC(C1)O)C(=O)OC(C)(C)C)=O